NCC1(CCN(CC1)C1=CC(=CC(=C1)OC1=CC(=CC=C1)F)F)O 4-(aminomethyl)-1-[3-fluoro-5-(3-fluorophenoxy)phenyl]piperidin-4-ol